1-((2R,3R,4S,5R)-5-(((tert-butyldimethylsilyl)oxy)methyl)-3,4-dihydroxytetrahydrothiophen-2-yl)pyrimidine-2,4(1H,3H)-dione [Si](C)(C)(C(C)(C)C)OC[C@@H]1[C@H]([C@H]([C@@H](S1)N1C(NC(C=C1)=O)=O)O)O